O=C(CN1CCC(CC1)NC1=C2C=CC=NC2=C(C=C1)C(=O)NC1=NC=CC=N1)N1[C@@H](C[C@@H](C1)F)C#N 5-[[1-[2-Oxo-2-[(2S,4S)-2-cyano-4-fluoro-pyrrolidin-1-yl]ethyl]-4-piperidyl]amino]-N-pyrimidin-2-yl-chinolin-8-carboxamid